3,3-dimethyltetrahydropyran CC1(COCCC1)C